C(C)(C)(C)OC(=O)\N=C(/N1C[C@@H](CC1)CC1=NC(=NO1)C1=CC(=C(C=C1)CCCCCCCCCC)C(F)(F)F)\NC(OC(C)(C)C)=O tert-butyl (S,Z)-(((tert-butoxycarbonyl)imino)(3-((3-(4-decyl-3-(trifluoromethyl)phenyl)-1,2,4-oxadiazol-5-yl)methyl)pyrrolidin-1-yl)methyl)carbamate